ClC1=NC(=CC(=C1)C1=C(C=C(C=C1C=1N(C=CN1)C)F)F)C1CC1 2-chloro-6-cyclopropyl-4-[2,4-difluoro-6-(1-methylimidazol-2-yl)phenyl]pyridine